tert-butyl (E)-(4-((4-aminophenyl)diazenyl)benzyl)carbamate NC1=CC=C(C=C1)/N=N/C1=CC=C(CNC(OC(C)(C)C)=O)C=C1